4-(2-(3,3-difluoropiperidin-1-yl)-6-methylpyrimidin-4-yl)-1H-pyrazole FC1(CN(CCC1)C1=NC(=CC(=N1)C=1C=NNC1)C)F